2-((2-hydroxyphenyl)amino)-N-phenyl-6-((2,4,4-trimethylpentan-2-yl)amino)-pyrimidine-4-carboxamide OC1=C(C=CC=C1)NC1=NC(=CC(=N1)C(=O)NC1=CC=CC=C1)NC(C)(CC(C)(C)C)C